4-(7-methoxy-6-(4-methyl-1H-imidazol-1-yl)-9-oxo-9H-fluoren-2-yl)benzonitrile COC1=C(C=C2C=3C=CC(=CC3C(C2=C1)=O)C1=CC=C(C#N)C=C1)N1C=NC(=C1)C